C(=O)(O)[C@H](CC(=O)N1CC2=CC(=C(C=C2C1)OCCCOC1=CC2=C(SC(=C2)C(C[C@@H](C(=O)O)C)=O)C=C1OC)NC)C (S)-4-(5-(3-((2-((S)-3-carboxybutanoyl)-6-(methyl-amino)isoindolin-5-yl)oxy)propoxy)-6-methoxy-benzo[b]thiophen-2-yl)-2-methyl-4-oxobutanoic acid